ClC=1C=C(C=NC1C#N)C(=O)NC=1C(=NC=CC1)S(=O)(=O)C 5-chloro-6-cyano-N-(2-methanesulfonylpyridin-3-yl)pyridine-3-carboxamide